1-(4-((4-amino-5-(4-phenoxyphenyl)-7-(tetrahydrofuran-3-yl)-7H-pyrrolo[2,3-d]pyrimidin-6-yl)ethynyl)-4-hydroxypiperidin-1-yl)prop-2-en-1-one NC=1C2=C(N=CN1)N(C(=C2C2=CC=C(C=C2)OC2=CC=CC=C2)C#CC2(CCN(CC2)C(C=C)=O)O)C2COCC2